potassium decafluoroterbium F[Tb](F)(F)(F)(F)(F)(F)(F)(F)F.[K]